1-((S)-(3-fluorophenyl)(hydroxy)methyl)-4-(2-(trans-4-methoxycyclohexyl)ethyl)-7-azabicyclo[2.2.1]heptane-7-carboxylate FC=1C=C(C=CC1)[C@@H](C12CCC(CC1)(N2C(=O)[O-])CC[C@@H]2CC[C@H](CC2)OC)O